C(C)(C)(C)NC(C1=CC=C(C=C1)NC1=NC(=NC=2N1N=CC2)C2=C(C=CC=C2F)F)=O N-(tert-butyl)-4-((2-(2,6-difluorophenyl)pyrazolo[1,5-a][1,3,5]triazin-4-yl)amino)benzamide